C(#N)C(=CC#CC)N1C(=CC2=CC(=CC=C12)[C@@H]1CC(OCC1)(C)C)C(=O)N(C1=CC=CC=C1)C (S)-1-(1-cyanopent-1-en-3-yn-1-yl)-5-(2,2-dimethyltetrahydro-2H-pyran-4-yl)-N-methyl-N-phenyl-1H-indole-2-carboxamide